Cl.NC1=NC=CC(=C1Cl)OC=1C=CC(=NC1)NC(=O)C1=CN(N=C(C1=O)C1=CC=C(C=C1)F)C1CC1 N-(5-((2-amino-3-chloropyridin-4-yl)oxy)pyridin-2-yl)-2-cyclopropyl-6-(4-fluorophenyl)-5-oxo-2,5-dihydropyridazine-4-carboxamide hydrochloride